N1N=CC=C1CC(=O)N1C[C@@H](CCC1)N(C(=O)NCC=1NC2=CC=C(C=C2C1)Cl)C (R)-1-(1-(2-(1H-pyrazol-5-yl)acetyl)piperidin-3-yl)-3-((5-chloro-1H-indol-2-yl)methyl)-1-methylurea